C(C)(C)(C)C1N(CC12CN(C2)C2=NC=CC(=N2)NC2=NNC(=C2)C2CCCC2)C(=O)OC[C@H]2N(CCC2)C2=NC=CC(=C2Cl)S (S)-(1-(3-chloro-4-mercaptopyridin-2-yl)pyrrolidin-2-yl)methanol tert-butyl-6-[4-[(5-cyclopentyl-1H-pyrazol-3-yl)amino]pyrimidin-2-yl]-2,6-diazaspiro[3.3]heptane-2-carboxylate